2-[(9R)-9-(pyridin-2-yl)-6-oxaspiro[4.5]decan-9-yl]acetonitrile N1=C(C=CC=C1)[C@@]1(CCOC2(CCCC2)C1)CC#N